potassium monofluorodecylsulfonate potassium [K+].FCCCCCCCCCCS(=O)(=O)[O-].[K+].FCCCCCCCCCCS(=O)(=O)[O-]